C(C)C1=C(C=CC(=C1)O)C1=CC=C2C(=NNC2=C1)C1=NC2=C(CN([C@@H](C2)C(=O)N2[C@@H]3CN([C@H](C2)C3)C)CCC)N1 ((S)-2-(6-(2-ethyl-4-hydroxyphenyl)-1H-indazol-3-yl)-5-propyl-4,5,6,7-tetrahydro-3H-imidazo[4,5-c]pyridin-6-yl)((1S,4S)-5-methyl-2,5-diazabicyclo[2.2.1]heptan-2-yl)methanone